C(C)(C)[C@]1(C(NC(N1)=O)=O)C1=CC=C(C=C1)C(=O)N1CCC(CC1)C=1SC(=CN1)C1=CC=CC=C1 (R)-5-isopropyl-5-{4-[4-(5-phenylthiazol-2-yl)piperidine-1-carbonyl]phenyl}imidazolidine-2,4-dione